CC1(CCC2OC2(C1)C)C 4,4,6-trimethyl-7-oxabicyclo[4.1.0]heptane